tert-butyl 4-(4-isopropyl-5-(8-methyl-[1,2,4]triazolo[1,5-a]pyridin-6-yl)-1H-pyrazol-3-yl)-5,6-dihydropyridine-1(2H)-carboxylate C(C)(C)C=1C(=NNC1C=1C=C(C=2N(C1)N=CN2)C)C2=CCN(CC2)C(=O)OC(C)(C)C